FC=1C=C(C=CC1)N1[C@H]2[C@@H](CCC1)N(C[C@H]2CCOCCOCCI)C2=NC=CC(=C2)N2CCCCC2 2-[(3R,3aR,7aR)-4-(3-fluorophenyl)-3-{2-[2-(2-iodoethoxy)ethoxy]ethyl}-hexahydro-2H-pyrrolo[3,2-b]pyridin-1-yl]-4-(piperidin-1-yl)pyridine